dichlorobis(hexamethylphenyl)ruthenium Cl[Ru](C1(C(C(C(C=C1)C)(C)C)(C)C)C)(C1(C(C(C(C=C1)C)(C)C)(C)C)C)Cl